CC(CN1C=C(C2=CC(=C(C=C12)C=1C=NC(=CC1)C(F)(F)F)F)C(C)NS(=O)(=O)C1CC1)(C)C N-[1-[1-(2,2-dimethylpropyl)-5-fluoro-6-[6-(trifluoromethyl)-3-pyridyl]indol-3-yl]ethyl]cyclopropanesulfonamide